5-fluoro-1-methyl-3-(piperidin-4-yl)-1H-indole hydrochloride Cl.FC=1C=C2C(=CN(C2=CC1)C)C1CCNCC1